C(C)(C)(C)OC(=O)N1CCN(CC1)C1=CC(=C(C=C1)C1C(NC(CC1)=O)=O)F 4-(4-(2,6-Dioxopiperidin-3-yl)-3-fluorophenyl)piperazine-1-carboxylic acid tert-butyl ester